2,2-difluoro-1-phenylethanone FC(C(=O)C1=CC=CC=C1)F